CC1=CC=C(C=C1)C1=C(C(=NN1C1=CC=C(C=C1)[N+](=O)[O-])C(F)F)C#N 5-(4-methylphenyl)-1-(4-nitrophenyl)-3-difluoromethyl-1H-pyrazole-4-carbonitrile